N[C@H]1C(N(C1)S(=O)(=O)C1=CC2=C(C=CC=C2C=C1)N(C)C)=O (R)-3-amino-1-((8-(dimethylamino)naphthalen-2-yl)sulfonyl)azetidin-2-one